ClC1=CC=C(OCCNC(=O)C2CCN(CC2)CCCOC2=CC=C(C=C2)Cl)C=C1 N-(2-(4-chlorophenoxy)ethyl)-1-(3-(4-chlorophenoxy)propyl)piperidine-4-carboxamide